tert-butyl N-[4-[[4-[1-(2,6-dioxo-3-piperidyl)-3-methyl-2-oxo-benzimidazol-4-yl] piperazin-1-yl]methyl]cyclohexyl]carbamate O=C1NC(CCC1N1C(N(C2=C1C=CC=C2N2CCN(CC2)CC2CCC(CC2)NC(OC(C)(C)C)=O)C)=O)=O